ClC=1C=CC(=NC1)N1NC(N=C1C(C)N1C(C2=CC=CC=C2C1=O)=O)=S 2-[1-[2-(5-chloro-2-pyridyl)-5-thioxo-1H-1,2,4-triazol-3-yl]ethyl]isoindoline-1,3-dione